C(C1=CC=CC=C1)OC(=O)N1CC(C(C1)O)C1CC1 3-cyclopropyl-4-hydroxy-pyrrolidine-1-carboxylic acid benzyl ester